tert-butyl 4-[2-[3-[4-methoxycarbonyl-2-[6-methyl-7-oxo-1-(p-tolylsulfonyl)pyrrolo[2,3-c]pyridin-4-yl]phenoxy]phenoxy]ethyl]piperazine-1-carboxylate COC(=O)C1=CC(=C(OC=2C=C(OCCN3CCN(CC3)C(=O)OC(C)(C)C)C=CC2)C=C1)C=1C2=C(C(N(C1)C)=O)N(C=C2)S(=O)(=O)C2=CC=C(C=C2)C